C(C1=CC=CC=C1)N1CC=2C(=C(N=C(C2CC1)N1C(CN(CC1)C(=O)O)C)Cl)C#N 4-(6-benzyl-3-chloro-4-cyano-5,6,7,8-tetrahydro-2,6-naphthyridin-1-yl)-3-methylpiperazine-1-carboxylic acid